1-(adamantan-1-yl)butan-1-one C12(CC3CC(CC(C1)C3)C2)C(CCC)=O